2-(4,6-diphenyl-1,3,5-triazine-2-yl)-5-[(hexyl)oxy]-Phenol C1(=CC=CC=C1)C1=NC(=NC(=N1)C1=CC=CC=C1)C1=C(C=C(C=C1)OCCCCCC)O